BrC1=CC=C2C(=N1)SC(=N2)Cl 5-bromo-2-chlorothiazolo[5,4-b]pyridine